dihydroxybenzenepropionic acid-ammonium salt [NH4+].OC=1C(=C(C=CC1)CCC(=O)[O-])O